C1(CCC1)CN(C1CCC(CC1)N(C1=CC(N(C=2C=CC(=NC12)C#N)C)=O)C)C1=CC2=C(OCO2)C=C1F 8-((4-((cyclobutylmethyl)(6-fluorobenzo[d][1,3]dioxol-5-yl)amino)cyclohexyl)(methyl)amino)-5-methyl-6-oxo-5,6-dihydro-1,5-naphthyridine-2-carbonitrile